CC1=CC=C(C=C1)S(=O)(=O)OC1CN2C3=C(C(=C(C=C3C1C)F)Cl)CC2 9-chloro-8-fluoro-6-methyl-1,2,5,6-tetrahydro-4H-pyrrolo[3,2,1-ij]quinolin-5-yl 4-methylbenzenesulfonate